ClC1=CC=C(S1)C1=NC2=C(N1C(C(=O)NC1CCCC1)C1CCCCC1)C=C(C=C2)OC 2-[2-(5-chloro-thiophen-2-yl)-6-methoxy-benzoimidazol-1-yl]-2-cyclohexyl-N-cyclopentyl-acetamide